C(C)N1C=NC2=C1N=NC=C2C2=CC(=C(C=C2)F)C2=CC1=CN(N=C1C=C2OC)C2CCN(CC2)C 7-Ethyl-4-(4-fluoro-3-(6-methoxy-2-(1-methylpiperidin-4-yl)-2H-indazol-5-yl)phenyl)-7H-Imidazo[4,5-c]pyridazine